4-pyridinecarboxylic acid isooctyl ester C(CCCCC(C)C)OC(=O)C1=CC=NC=C1